CC1=C2CN(C(NC2=C(C=C1)C)=O)C1CCC(CC1)C(=O)NC1=CC(=C(C=C1)C)OC (1s,4s)-4-(5,8-Dimethyl-2-oxo-1,2-dihydroquinazolin-3(4H)-yl)-N-(3-methoxy-4-methylphenyl)cyclohexanecarboxamide